N-(3-ethynylphenyl)-5-hydroxy-1H-indole-2-carboxamide C(#C)C=1C=C(C=CC1)NC(=O)C=1NC2=CC=C(C=C2C1)O